ClC1=C(C(=O)N2COC3=C(C2)C=CC=C3C3=CC(=C(C(=O)O)C=C3F)N3C2COCC3CC2)C(=CC(=C1)N1C2CN(CC1C2)CCOC)Cl 4-[3-[2,6-Dichloro-4-[3-(2-methoxyethyl)-3,6-diazabicyclo[3.1.1]heptan-6-yl]benzoyl]-2,4-dihydro-1,3-benzoxazin-8-yl]-5-fluoro-2-(3-oxa-8-azabicyclo[3.2.1]octan-8-yl)benzoic acid